4-(((R)-1-(3-(difluoromethyl)-2-fluorophenyl)ethyl)amino)-6-((3R,4S)-3-fluorotetrahydro-2H-pyran-4-yl)-2-methyl-2,6-dihydropyrido[3,4-d]pyridazine-1,7-dione FC(C=1C(=C(C=CC1)[C@@H](C)NC1=NN(C(C=2C1=CN(C(C2)=O)[C@@H]2[C@H](COCC2)F)=O)C)F)F